tert-butyl 2-(3-(2,3-dihydrobenzo[b][1,4]dioxin-6-yl)-2-methylphenylcarbamoyl)-6,7-dihydrothiazolo[5,4-c]pyridine-5(4H)-carboxylate O1C2=C(OCC1)C=C(C=C2)C=2C(=C(C=CC2)NC(=O)C=2SC=1CN(CCC1N2)C(=O)OC(C)(C)C)C